Cl.N[C@H](C(=O)OC)CCC1=NN=NN1CCC#N methyl (2S)-2-amino-4-[(2-cyanoethyl)-1H-1,2,3,4-tetrazol-5-yl]butanoate hydrochloride